ONC(=O)C[C@@H](CC1=CC2=CC=CC=C2C=C1)N1N=NC(=C1)CNC(C1=CC=C(C=C1)C(F)(F)F)=O N-[1-(R-2-Hydroxycarbamoyl-1-naphthalen-2-ylmethyl-ethyl)-1H-[1,2,3]triazol-4-ylmethyl]-4-trifluoromethyl-benzamide